C1(=CC=CC=C1)C1=C2C=CC=CC2=C(C2=CC=CC=C12)C=1C=C2C=CC(=CC2=CC1)C1=CC2=C(SC3=C2C=CC=C3)C=C1 2-(6-(10-phenylanthracen-9-yl)naphthalen-2-yl)dibenzo[b,d]thiophene